BrC=1C=C(C(=NC1)NC#N)C#N N-(5-bromo-3-cyanopyridin-2-yl)cyanamide